tert-butyl 4-(4-{3-[(1r,4r)-4-({2,3,5-trifluoro-4-[(4-methoxyphenyl)methoxy]benzamido}methyl)cyclohexyl]-1,2,4-oxadiazol-5-yl}pyrimidin-2-yl)piperazine-1-carboxylate FC1=C(C(=O)NCC2CCC(CC2)C2=NOC(=N2)C2=NC(=NC=C2)N2CCN(CC2)C(=O)OC(C)(C)C)C=C(C(=C1F)OCC1=CC=C(C=C1)OC)F